((2S,3S,4S,5R,6R)-3,4,5-tris(benzyloxy)-6-((benzyloxy)methyl)tetrahydro-2H-pyran-2-yl)methanone C(C1=CC=CC=C1)O[C@@H]1[C@H](O[C@@H]([C@H]([C@@H]1OCC1=CC=CC=C1)OCC1=CC=CC=C1)COCC1=CC=CC=C1)C=O